2-(5-bromo-1H-indol-3-yl)ethan-1-amine BrC=1C=C2C(=CNC2=CC1)CCN